FC1([C@H](C1)C(=O)NC1=NC=C2C=C(C=3N(C2=C1)C=C(N3)C)C=3C=NC(=CC3C)[C@H](CC)O)F (R)-2,2-difluoro-N-(4-(6-((S)-1-hydroxypropyl)-4-methylpyridin-3-yl)-2-methylimidazo[1,2-a][1,6]naphthyridin-8-yl)cyclopropane-1-carboxamide